CC=1C=C(C=C(C1)N1C=NN=C1)C=O (3-methyl-5-(4H-1,2,4-triazol-4-yl)phenyl)methanone